bis(morpholinyl)(isobutyl)aluminum N1(CCOCC1)[Al](CC(C)C)N1CCOCC1